2-(4-fluorophenoxy)-N-{3-[(2-methylpyrazolo[1,5-a]pyrazin-4-yl)amino]bicyclo[1.1.1]pent-1-yl}acetamide FC1=CC=C(OCC(=O)NC23CC(C2)(C3)NC=3C=2N(C=CN3)N=C(C2)C)C=C1